NC1=CC(=NN1)C(=O)N 5-AMINOPYRAZOLECARBOXAMIDE